2-(5-fluoro-2-oxo-1-(1-(4-(propan-2-ylidene)cyclohexyl)piperidin-4-yl)indolin-3-yl)acetamide FC=1C=C2C(C(N(C2=CC1)C1CCN(CC1)C1CCC(CC1)=C(C)C)=O)CC(=O)N